C(CCCCCCCCC=C)N(CCCNC1=NC(=NC(=N1)NCCCN(CCCCCCCCCC=C)CCCCCCCCCC=C)NCCO)CCCCCCCCCC=C 2-((4,6-bis((3-(di(undec-10-en-1-yl)amino)propyl)amino)-1,3,5-triazin-2-yl)amino)ethan-1-ol